FC1=C(C=C(C=C1)C1=C(C=CC=C1C)C)[C@H](CC(=O)[O-])NC(=O)NC=1C(N(C=CC1[O-])C)=O.[Na+].[Na+] sodium (S)-3-(4-fluoro-2',6'-dimethylbiphenyl-3-yl)-3-(3-(1-methyl-4-oxido-2-oxo-1,2-dihydro pyridin-3-yl)ureido)propanoate